BrC1=CC2=C(C=3N(CCC2NC2=C(C=CC=C2)OC)N=NC3C)C=C1 9-bromo-N-(2-methoxyphenyl)-1-methyl-6,7-dihydro-5H-benzo[c][1,2,3]triazolo[1,5-a]azepin-7-amine